S1C(SCCC1)C(C(=C(C1=CC=C(C=C1)F)C1=CC=C(C=C1)F)C1=CC=CC=C1)=O (1,3-Dithian-2-yl)-3,3-bis(4-fluorophenyl)-2-phenylprop-2-en-1-one